6-chloro-5'-(3-chlorophenyl)-2'-(2,4-dimethoxyphenyl)-3'-isopropyl-3'H-spiro[indoline-3,4'-pyrrolo[3,4-d]imidazole]-2,6'(5'H)-dione ClC1=CC=C2C(=C1)NC(C21N(C(C=2N=C(N(C21)C(C)C)C2=C(C=C(C=C2)OC)OC)=O)C2=CC(=CC=C2)Cl)=O